[N-]=C=S.NC(=[NH2+])N guanidinium isothiocyanate salt